6-chloro-N-(2,5-difluoro-4-iodophenyl)-1H-indole-3-sulfonamide ClC1=CC=C2C(=CNC2=C1)S(=O)(=O)NC1=C(C=C(C(=C1)F)I)F